[Fe].[Mo].[Ni] Nickel-Molybdenum-Iron